C(C1=CC=CC=C1)(=O)C1CC(NC(C1)(C)C)(C)C 4-benzoyl-2,2,6,6-tetra-methylpiperidine